ClC1=CC2=C(N(C(N=C2N2[C@H](CN([C@@H](C2)C)C(C=C)=O)C)=O)C=2C(=NC=CC2C)C(C)C)N=C1C1=C(C=CC=C1F)NC(CC)=O (M)-N-[2-[6-Chloro-4-[(2S,5R)-2,5-dimethyl-4-prop-2-enoyl-piperazin-1-yl]-1-(2-isopropyl-4-methyl-3-pyridyl)-2-oxo-pyrido[2,3-d]pyrimidin-7-yl]-3-fluorophenyl]propanamide